1-(6-(4-(3-fluoro-2-hydroxyphenyl)-3-methyl-7-(4-methyl-1,3-thiazol-5-yl)-5,6,7,8-tetrahydro-1,7-naphthyridin-2-yl)-2,6-diazaspiro[3.4]octan-2-yl)-2-propen-1-one FC=1C(=C(C=CC1)C1=C(C(=NC=2CN(CCC12)C1=C(N=CS1)C)N1CC2(CN(C2)C(C=C)=O)CC1)C)O